tert-butyl 8-(3-acetamido-1H-pyrazole-1-carbonyl)-1,8-diazaspiro[4.5]decane-1-carboxylate C(C)(=O)NC1=NN(C=C1)C(=O)N1CCC2(CCCN2C(=O)OC(C)(C)C)CC1